ethyl ((S)-1-(((S)-1,1-bis(4-methoxyphenyl)propan-2-yl)amino)-4-methyl-1-oxopentan-2-yl)(3-((ethoxycarbonyl)oxy)-4-methoxypicolinoyl)carbamate COC1=CC=C(C=C1)C([C@H](C)NC([C@H](CC(C)C)N(C(OCC)=O)C(C1=NC=CC(=C1OC(=O)OCC)OC)=O)=O)C1=CC=C(C=C1)OC